BrC1=C(C=NO)C=C(C=C1)C bromo-5-methylbenzaldehyde oxime